N-(3-ethynyl-2-fluoro-phenyl)-6-(3-methylazetidin-3-yl)quinazolin-4-amine C(#C)C=1C(=C(C=CC1)NC1=NC=NC2=CC=C(C=C12)C1(CNC1)C)F